6-iodo-3-((8-methoxy-2-methyl-2,3-dihydrobenzo[b][1,4]dioxin-6-yl)methyl)-3H-imidazo[4,5-b]pyridine IC=1C=C2C(=NC1)N(C=N2)CC2=CC1=C(OC(CO1)C)C(=C2)OC